[Cl-].C[Si](C1=CC=C(C=C1)[PH3+])(C)C 4-(trimethylsilyl)phenylphosphonium chloride